CC(C)CCC([C@@H](C)[C@H]1CC[C@H]2C3=CC=C4C[C@H](CC[C@]4(C)[C@H]3CC[C@]12C)O)O cholesta-5,7-dien-3β,22-diol